CC1=C(C=CC(=C1)C=1CCC(CN1)C)O 2-methyl-4-(3-methyl-2,3,4,5-tetrahydropyridin-6-yl)Phenol